(S)-4-(2-hydroxypropan-2-yl)-N'-((2-(trifluoromethyl)-6,7-dihydro-5H-cyclopenta[b]pyridin-4-yl)carbamoyl)thiophene-2-sulfonimidamide OC(C)(C)C=1C=C(SC1)[S@](=O)(N)=NC(NC1=C2C(=NC(=C1)C(F)(F)F)CCC2)=O